ethyl 2-amino-5-(trifluoromethyl)cyclohex-1-ene-1-carboxylate NC1=C(CC(CC1)C(F)(F)F)C(=O)OCC